dihydro-5H-pyrazolo[5,1-b][1,3]oxazine-3-sulfonimidamide N1CC(=C2OCC=CN21)S(=O)(N)=N